C(#C)C1N(CC(C1)OC1=NC=CC=C1)C(=O)[O-] 2-ethynyl-4-(pyridin-2-yloxy)pyrrolidine-1-carboxylate